zinc 15-octadecenate C(CCCCCCCCCCCCCC=CCC)(=O)[O-].[Zn+2].C(CCCCCCCCCCCCCC=CCC)(=O)[O-]